(E)-N-(2-butoxy-4-fluorophenyl)-3-(4-methoxyphenyl)acrylamide C(CCC)OC1=C(C=CC(=C1)F)NC(\C=C\C1=CC=C(C=C1)OC)=O